(S)-1-(3-(3-methyl-4-(2-butenyl)piperazine-1-carbonyl)-4-fluorobenzyl)quinazoline-2,4(1H,3H)-dione C[C@H]1CN(CCN1CC=CC)C(=O)C=1C=C(CN2C(NC(C3=CC=CC=C23)=O)=O)C=CC1F